tert-butyl (R)-(tert-butoxycarbonyl)(9-(6-((4-((tert-butoxycarbonyl)amino)-5-(methylthio)pentyl)oxy)-2,3-dichlorobenzyl)-9H-purin-6-yl)carbamate C(C)(C)(C)OC(=O)N(C(OC(C)(C)C)=O)C1=C2N=CN(C2=NC=N1)CC1=C(C(=CC=C1OCCC[C@H](CSC)NC(=O)OC(C)(C)C)Cl)Cl